C(#N)C=1C=C(C=CC1)N1N=C(C=C1C(=O)NC1=C(C=CC(=C1)C(C1=CC=CC=C1)NCC1CC1)F)C(F)(F)F (-)-1-(3-cyanophenyl)-N-(5-((cyclopropylmethylamino)(phenyl)methyl)-2-fluorophenyl)-3-(trifluoromethyl)-1H-pyrazole-5-carboxamide